C(C1CO1)OC(C1=CC=C(C(=O)OCC2CO2)C=C1)=O bis(2,3-epoxypropyl)terephthalate